11-(2-azido-1,1,2,2-tetradeuterio-ethyl)-6-(2,2,2-trifluoroethoxy)-1,5,11-triazatricyclo[7.4.0.02,7]trideca-2(7),3,5,8-tetraen-10-one N(=[N+]=[N-])C(C([2H])([2H])N1C(C2=CC=3C(=NC=CC3N2CC1)OCC(F)(F)F)=O)([2H])[2H]